C1(CCCCC1)C(C)OC([C@@H](NC(=O)OC(C)(C)C)C)=O N-[(1,1-dimethylethoxy)carbonyl]-L-alanine 1-cyclohexylethyl ester